(R)-N-((3-chloro-4-(((R)-4-(dimethylamino)-1-(4-fluorophenoxy)butan-2-yl)oxy)-5-fluorophenyl)sulfonyl)-2-methyltetrahydro-2H-pyran-2-carboxamide ClC=1C=C(C=C(C1O[C@@H](COC1=CC=C(C=C1)F)CCN(C)C)F)S(=O)(=O)NC(=O)[C@@]1(OCCCC1)C